6-((1S,2S)-2-fluorocyclopropane-1-carboxamido)-4-((4-methoxy-1-methyl-5-((S)-2,2,2-trifluoro-1-(methoxy-d3)ethyl)-1H-indazol-3-yl)amino)-N-(methyl-d3)nicotinamide F[C@@H]1[C@@H](C1)C(=O)NC1=NC=C(C(=O)NC([2H])([2H])[2H])C(=C1)NC1=NN(C2=CC=C(C(=C12)OC)[C@@H](C(F)(F)F)OC([2H])([2H])[2H])C